C(C1=CC=CC=C1)OC[C@@H](CS)N1N=C2N(C=CC=C2)C1=O (S)-2-(1-(benzyloxy)-3-mercaptopropane-2-yl)-[1,2,4]triazolo[4,3-a]pyridin-3(2H)-one